O=C1N(C(CC1)=O)OC(C1=CC=C(C=C1)C(C1=CC=CC=C1)=O)=O 4-Benzoylbenzoic acid-2,5-dioxopyrrolidin-1-yl ester